(6-amino-2-cyclopropyl-5-(3-hydroxy-2,6-dimethylphenyl)-5H-pyrrolo[2,3-b]pyrazin-7-yl)(6,7-dihydropyrazolo[1,5-a]pyrazin-5(4H)-yl)methanone NC1=C(C=2C(=NC=C(N2)C2CC2)N1C1=C(C(=CC=C1C)O)C)C(=O)N1CC=2N(CC1)N=CC2